4-vinylbenzyldimethyl-(3-trimethylsilylpropyl)ammonium chloride [Cl-].C(=C)C1=CC=C(C[N+](CCC[Si](C)(C)C)(C)C)C=C1